N-[1-[6-(3-cyano-5-methyl-pyrazol-1-yl)-5-(1-hydroxyethyl)-2-pyridyl]benzimidazol-5-yl]cyclopropanecarboxamide C(#N)C1=NN(C(=C1)C)C1=C(C=CC(=N1)N1C=NC2=C1C=CC(=C2)NC(=O)C2CC2)C(C)O